methyl-allylether COCC=C